1-[3-(2-amino-3-chloropyridin-4-yl)-5-hydroxymethyl-1H-pyrazolo[3,4-b]pyrazin-6-yl]-N-(4-fluorophenyl)-4-methylpiperidine-4-carboximidamide NC1=NC=CC(=C1Cl)C1=NNC2=NC(=C(N=C21)CO)N2CCC(CC2)(C(NC2=CC=C(C=C2)F)=N)C